4-aminomethyl-cyclohexanecarboxylic acid, sodium salt [Na+].NCC1CCC(CC1)C(=O)[O-]